(R)-1-(3-fluorophenyl)-2-((2-methylpent-2-yl)amino)ethan-1-ol Di-Sodium hydrogen phosphate dihydrate O.O.P(=O)(O)([O-])[O-].[Na+].[Na+].FC=1C=C(C=CC1)[C@H](CNC(C)(CCC)C)O